[Br-].C(=C)N1CN(C=C1)CCCCCCCCCCCC 1-vinyl-3-dodecylimidazole bromide salt